C(C)(C)OC1=C(C=CC=C1)[C@H]1CN(CCN1)CC=1C=C(C2=C(C=C(O2)C)C1)OC (S)-3-(2-isopropoxyphenyl)-1-((7-methoxy-2-methylbenzofuran-5-yl)methyl)piperazine